FC(C=1C(=NC=CN1)C(=O)NC(C(=O)O)CC)(F)F 2-(3-(trifluoromethyl)pyrazine-2-carboxamido)butanoic acid